NC=1C=C(C=C2C=C(N=CC12)NC(=O)[C@H]1[C@@H](C1)C#N)C1=CC2=C(NC(O2)=O)C=C1C (1R,2R)-N-(8-amino-6-(5-methyl-2-oxo-2,3-dihydrobenzo[d]oxazol-6-yl)isoquinolin-3-yl)-2-cyanocyclopropane-1-carboxamide